2-(2H-[1,2,3]triazol-2-yl)-benzoic acid N=1N(N=CC1)C1=C(C(=O)O)C=CC=C1